1-(1Z-octadecenyl)-2-dodecanoyl-glycero-3-phosphocholine CCCCCCCCCCCCCCCC/C=C\OC[C@H](COP(=O)([O-])OCC[N+](C)(C)C)OC(=O)CCCCCCCCCCC